6-Methyl-N4-(pyridin-2-yl)pyridine-3,4-diamine CC1=CC(=C(C=N1)N)NC1=NC=CC=C1